2-chloro-4-fluoro-5-(1,3-dioxotetrahydro-1H-[1,2,4]triazolo[1,2-a]pyridazin-2(3H)-yl)benzoic acid (1-ethoxy-1-ethoxycarbonylmethyl) ester C(C)OC(C(=O)OCC)OC(C1=C(C=C(C(=C1)N1C(N2N(CCCC2)C1=O)=O)F)Cl)=O